N-((5-cyclopropyl-1H-indazol-4-yl)methyl)-3-fluoro-4-methoxybenzamide C1(CC1)C=1C(=C2C=NNC2=CC1)CNC(C1=CC(=C(C=C1)OC)F)=O